[Si](C1=CC=CC=C1)(C1=CC=CC=C1)(C(C)(C)C)OC1CN(C1)CCN1C[C@@H](CCC1)NC=1N=NC(=C(C1)C)Cl N-[(3R)-1-(2-{3-[(tert-butyldiphenylsilyl)oxy]azetidin-1-yl}ethyl)piperidin-3-yl]-6-chloro-5-methylpyridazin-3-amine